ClC1=CC(=C(CN2C(N(C(C3=CC=C(C=C23)C(=O)NCC2=C(C=C(C=C2F)F)F)C)C)=O)C(=C1)F)F 1-(4-chloro-2,6-difluorobenzyl)-3,4-dimethyl-2-oxo-N-(2,4,6-trifluorobenzyl)-1,2,3,4-tetrahydro-quinazoline-7-carboxamide